5-((Boc)amino)-2-phenylquinoline-1-oxide C(=O)(OC(C)(C)C)NC1=C2C=CC(=[N+](C2=CC=C1)[O-])C1=CC=CC=C1